1-methylpyrazolo[4,3-C]pyridine CN1N=CC=2C=NC=CC21